NC1=NC=CC=C1C1=NC=2C(=NC(=CC2)N2C(=NN=C2)C)N1C1=CC=C(CN2CCC(CC2)NC2=NC(=NC=C2)C#N)C=C1 4-((1-(4-(2-(2-aminopyridin-3-yl)-5-(3-methyl-4H-1,2,4-triazol-4-yl)-3H-imidazo[4,5-b]pyridin-3-yl)benzyl)piperidin-4-yl)amino)pyrimidine-2-carbonitrile